COC1=CC=C(CN2CC3N(C(CCN3)=O)C(C2=O)C)C=C1 8-(4-methoxybenzyl)-6-methyl-hexahydro-4H-pyrazino[1,2-a]pyrimidine-4,7(6H)-dione